6,7-difluoro-1-(propan-2-yl)-1,2,3,4-tetrahydroquinolin-4-one FC=1C=C2C(CCN(C2=CC1F)C(C)C)=O